C(CCCCCCCCCCC)NC1=CC=C(C=C1)OC N-dodecyl-4-methoxyaniline